5-[5-[2-(4-methoxyphenyl)morpholin-4-yl]-6-methyl-pyridazin-3-yl]-1H-pyrimidine-2,4-dione COC1=CC=C(C=C1)C1CN(CCO1)C=1C=C(N=NC1C)C=1C(NC(NC1)=O)=O